C(C)(=O)C=1C=C(C=CC1N)C1=C2CN(C(C2=C(C=C1)N)=O)CC(C#N)=C 2-{[4-(3-acetyl-4-aminophenyl)-7-amino-1-oxo-2,3-dihydro-1H-isoindol-2-yl]methyl}prop-2-enenitrile